(R)-N-(5,8-difluoroquinolin-6-yl)-7-(1-methyl-1H-pyrazol-4-yl)-5-(1-(oxetan-3-yl)ethoxy)quinazolin-4-amine FC1=C2C=CC=NC2=C(C=C1NC1=NC=NC2=CC(=CC(=C12)O[C@H](C)C1COC1)C=1C=NN(C1)C)F